N-(((2S,5R)-5-aminotetrahydro-2H-pyran-2-yl)methyl)-4-fluorobenzenesulfonamide N[C@@H]1CC[C@H](OC1)CNS(=O)(=O)C1=CC=C(C=C1)F